O1CC(C1)NC1=C(N=CS1)C(=O)N 5-(Oxetan-3-ylamino)thiazole-4-carboxamide